S(C)(=O)(=O)[O-].C(CCC)[NH+]1CCC(CC1)CCCC 1,4-dibutylpiperidinium mesylate